FC=1C=CC(=NC1)N1CC=2C(=NC=CC2C1=O)C1=C(C=CC=C1)OC 2-(5-fluoropyridin-2-yl)-4-(2-methoxyphenyl)-2,3-dihydro-1H-pyrrolo[3,4-c]pyridin-1-one